N1-(3-fluorobicyclo[1.1.1]pentan-1-yl)-N2-((S)-1-(((S)-4-hydroxy-3-oxo-1-((S)-2-oxopiperidin-3-yl)butan-2-yl)amino)-3-(1-methylcyclobutyl)-1-oxopropan-2-yl)oxalamide FC12CC(C1)(C2)NC(C(=O)N[C@H](C(=O)N[C@@H](C[C@H]2C(NCCC2)=O)C(CO)=O)CC2(CCC2)C)=O